[I-].C(CCC)N1C2=C(N=C3C(N(C(N=C13)=O)CCC[N+](CCCCCCCCCCCCCCCC)(C)C)=O)C=C(C(=C2)C)C [3-(10-Butyl-7,8-dimethyl-2,4-dioxo-4,10-dihydro-2H-benzo[g]pteridin-3-yl)-propyl]-dimethyl-hexadecyl-ammonium iodide